N-(3-bromophenyl)aniline BrC=1C=C(C=CC1)NC1=CC=CC=C1